2-(((3r,4s)-3-hydroxy-3-(hydroxymethyl)-4-(p-tolyloxy)pyrrolidin-1-yl)sulfonyl)-5-(trifluoromethyl)benzonitrile O[C@]1(CN(C[C@@H]1OC1=CC=C(C=C1)C)S(=O)(=O)C1=C(C#N)C=C(C=C1)C(F)(F)F)CO